di(4-vinylbenzyl)hexadecylmethylammonium methylsulfate COS(=O)(=O)[O-].C(=C)C1=CC=C(C[N+](C)(CCCCCCCCCCCCCCCC)CC2=CC=C(C=C2)C=C)C=C1